monobutoxyaluminum C(CCC)O[Al]